((1-isopropyl-1H-imidazol-5-yl)methyl)-2-methylpropane C(C)(C)N1C=NC=C1CCC(C)C